N(=C=O)CC(CC[Si](OCC)(OCC)OCC)C 4-Isocyanato(3-methylbutyl)triethoxysilan